O1COC2=C1C=CC(=C2)NC2=NC(=NC=C2C(F)(F)F)NC2CCC2 N4-(benzo[d][1,3]dioxol-5-yl)-N2-cyclobutyl-5-(trifluoromethyl)pyrimidine-2,4-diamine